C1(CCCC1)N(C1=CC2=C(C(=N1)COC(NC)=O)CN(C2=O)C2=NC(=CC=C2)N2C(OC[C@@H]2C)=O)C (S)-((6-(cyclopentyl(methyl)amino)-2-(6-(4-methyl-2-oxooxazolidin-3-yl)pyridin-2-yl)-1-Oxo-2,3-dihydro-1H-pyrrolo[3,4-c]pyridin-4-yl)methyl)(methyl)carbamate